boron compound with lithium [Li].[B]